(2S,5R)-N-[2-(morpholin-4-yl)ethoxy]-7-oxo-6-(sulfooxy)-1,6-diazabicyclo-[3.2.1]octane-2-carboxamide N1(CCOCC1)CCONC(=O)[C@H]1N2C(N([C@H](CC1)C2)OS(=O)(=O)O)=O